C(CCCCCCCCCCC)(=O)NCCC(=O)[O-].[Ca+2].C(CCCCCCCCCCC)(=O)NCCC(=O)[O-] calcium N-lauroyl-beta-alaninate